FC=1C=C(C=CC1C)N1CCC=2C=C(N=CC2C1)C(=O)O 7-(3-fluoro-4-methylphenyl)-5,6,7,8-tetrahydro-2,7-naphthyridine-3-carboxylic acid